2-((4-((2-acetamidopyridin-4-yl)oxy)-3-chlorophenyl)amino)-N-(2-((1s,3s)-3-aminocyclobutoxy)-4-fluorophenyl)nicotinamide C(C)(=O)NC1=NC=CC(=C1)OC1=C(C=C(C=C1)NC1=C(C(=O)NC2=C(C=C(C=C2)F)OC2CC(C2)N)C=CC=N1)Cl